bis[4-(glycidyloxy) cyclohexyl] ether C(C1CO1)OC1CCC(CC1)OC1CCC(CC1)OCC1CO1